C(C=C)(=O)N1C(CN(CC1)C1=NC(=NC=2CC(CCC12)N1CCCC2=CC=C(C=C12)OC)OCC1N(CCC1)C(C)C)CC#N 2-(1-acryloyl-4-(2-((1-isopropylpyrrolidin-2-yl)methoxy)-7-(7-methoxy-3,4-dihydroquinolin-1(2H)-yl)-5,6,7,8-tetrahydroquinazolin-4-yl)piperazin-2-yl)acetonitrile